C(C1=CC=CC=C1)OC1=NC(=CC=C1C1=CC=C(C=C1)N1CC(C1)C(=O)O)OCC1=CC=CC=C1 1-(4-(2,6-bis(benzyloxy)pyridin-3-yl)phenyl)azetidine-3-carboxylic acid